C1(C=CC(N1CCCCCC(=O)N[C@@H](C(C)C)C(=O)O)=O)=O maleimidocaproylvaline